Methyl 6-amino-1,3-dimethyl-2-oxo-2,3-dihydro-1H-benzo[d]imidazole-5-carboxylate NC=1C(=CC2=C(N(C(N2C)=O)C)C1)C(=O)OC